NC=1N=CC=C2C(=CN=CC12)NC(C(N1[C@H](CC[C@@H](C1)C)C=1C=CC2=C(N=C(S2)[C@@H]2CC(N(CC2)C)(C)C)C1)=O)=O N-(8-amino-2,7-naphthyridin-4-yl)-2-oxo-2-[(2R,5S)-5-methyl-2-[2-[(4S)-1,2,2-trimethyl-4-piperidyl]-1,3-benzothiazol-5-yl]-1-piperidyl]acetamide